Methyl 3-((4-(3-(tert-butyldimethylsilyl)propyl)phenyl)amino)dec-2-enoate [Si](C)(C)(C(C)(C)C)CCCC1=CC=C(C=C1)NC(=CC(=O)OC)CCCCCCC